NC1=NN(C(=C1C(=O)OCC)N)C ethyl 3,5-diamino-1-methyl-1H-pyrazole-4-carboxylate